ClC=1C=C(C=CC1)N1CCN(CC1)CC[C@@H]1N(C(C2(C1)CCN(CC2)C(=O)OC(C)(C)C)=O)C tert-butyl (R)-3-(2-(4-(3-chlorophenyl) piperazin-1-yl) ethyl)-2-methyl-1-oxo-2,8-diazaspiro[4.5]decane-8-carboxylate